FF difluorane